NC=1C2=C(N=CN1)N(C=C2C=2C=NC1=CC=CC=C1C2)C21CCC(CC2)(C1)NC(OC(C)(C)C)=O tert-butyl (4-(4-amino-5-(quinolin-3-yl)-7H-pyrrolo[2,3-d]pyrimidin-7-yl)bicyclo[2.2.1]heptan-1-yl)carbamate